3-bromo-2-difluoromethylpyridine BrC=1C(=NC=CC1)C(F)F